C(#N)C=1C=NN2C1C(=CC(=C2)OCC)C=2C=CC(=NC2)N2CCN(CC2)C([C@@H](CC(C)C)NC(OC(C)(C)C)=O)=O tert-butyl (R)-(1-(4-(5-(3-cyano-6-ethoxypyrazolo[1,5-a]pyridin-4-yl)pyridin-2-yl)piperazin-1-yl)-4-methyl-1-oxopentan-2-yl)carbamate